N1=C(C=CC=C1)S(=O)(=O)CCNC(=O)C=1C=2C[C@@H]3[C@H](C2N(N1)C1=C(C=C(C=C1)F)F)C3 (1aR,5aR)-2-(2,4-Difluoro-phenyl)-1a,2,5,5a-tetrahydro-1H-2,3-diaza-cyclopropa[a]pentalene-4-carboxylic acid [2-(pyridine-2-sulfonyl)-ethyl]-amide